CN(C(CC)=O)C1COC1 N-methyl-N-(oxetan-3-yl)propanamide